C(C1=CC=CC=C1)OC1=C(C(=CC=C1)OCC1=CC=CC=C1)OCC1=CC=CC=C1 1,2,3-tribenzyloxybenzene